1-(3-methanesulfonylpropyl)-2,6-dimethylpiperazine CS(=O)(=O)CCCN1C(CNCC1C)C